Cl.C(C)C1=C(N(CC)CC)C=CC=C1 triethylaniline hydrochloride